The molecule is an amino trisaccharide consisting of alpha-L-rhamnose at the reducing end having an alpha-L-rhamnosyl-(1->3)-N-acetyl-beta-D-glucosaminyl moiety attached at the 2-position. It is an amino trisaccharide and a glucosamine oligosaccharide. C[C@H]1[C@@H]([C@H]([C@H]([C@@H](O1)O)O[C@H]2[C@@H]([C@H]([C@@H]([C@H](O2)CO)O)O[C@H]3[C@@H]([C@@H]([C@H]([C@@H](O3)C)O)O)O)NC(=O)C)O)O